ClC=1C=C2C[C@H](C3(C2=CC1)CCC(CC3)(C(=O)OC)NC3=CC(=CC=C3)Cl)C[C@H](CO)C methyl (1r,2'R,4R)-5'-chloro-4-(3-chloroanilino)-2'-[(2R)-3-hydroxy-2-methylpropyl]-2',3'-dihydrospiro[cyclohexane-1,1'-indene]-4-carboxylate